Z-9-tetradecen-1-ol C(CCCCCCC\C=C/CCCC)O